(S)-5-((5-(2-methoxy-6-(piperidin-3-ylmethoxy)phenyl)-1H-pyrazol-3-yl)amino)-6-methylpyrazine-2-carbonitrile COC1=C(C(=CC=C1)OC[C@@H]1CNCCC1)C1=CC(=NN1)NC=1N=CC(=NC1C)C#N